N1(CCCCC1)CCCOCC1=NC=C(C=C1)B1OC(C(O1)(C)C)(C)C 2-((3-(piperidin-1-yl)propoxy)methyl)-5-(4,4,5,5-tetramethyl-1,3,2-dioxaborol-2-yl)pyridine